CC1(C)CCCC(C)=C1\C=C\C(\C)=C\C=C\C(\C)=C\C=C\C=C(/C)\C=C\C=C(/C)\C=C\C1=C(C)CCCC1(C)C Beta-Caroten